BrC=1C(=C(C=O)C=CC1)OC(C)C#C 3-bromo-2-(but-3-yn-2-yloxy)benzaldehyde